ClC1=CC=C(C=C1)/C=C/B(O)O TRANS-2-(4-CHLOROPHENYL)VINYLBORONIC ACID